N-{(4aR,6R)-2-[4-(2,6-difluorophenyl)-1,2-benzoxazol-3-yl]-5,5-difluoro-1-oxooctahydropyrrolo[1,2-c]pyrimidin-6-yl}methanesulfonamide FC1=C(C(=CC=C1)F)C1=CC=CC2=C1C(=NO2)N2C(N1[C@H](CC2)C([C@@H](C1)NS(=O)(=O)C)(F)F)=O